C(C)(C)C=1C=CC=2N(C1)C=C(N2)C(=O)OCC ethyl 6-isopropylimidazo[1,2-a]pyridine-2-carboxylate